3,3'-methylene-bis(5-methyloxazoline) C(N1COC(=C1)C)N1COC(=C1)C